4-(2-((R)-3-((R or S)-4,4-dimethyloxetan-2-yl)-1-((4-(trifluoromethyl)thiazol-2-yl)methyl)pyrrolidin-3-yl)ethyl)benzonitrile CC1(C[C@@H](O1)[C@]1(CN(CC1)CC=1SC=C(N1)C(F)(F)F)CCC1=CC=C(C#N)C=C1)C |o1:3|